N1N=CC(=C1)C1=CC=C(C=C1)N1C(C2(CC1)N(C1=CC(=CC=C1C2)OC)C)=O (4-(1H-pyrazol-4-yl)phenyl)-6-methoxy-1-methylspiro[indoline-2,3'-pyrrolidine]-2'-one